C(O)(O)=O.C(CC)C=CCCC 1,2-dipropyl ethylene carbonate